O=C(C(=O)OCC)CCC(=O)[O-] ethyl α-ketoglutarate